C1(CCC1)CN1C(N(CC12CCC(CC2)(C2=CC=CC=C2)N(C)C)C=2C=CC(=C(C#N)C2)F)=O cis-5-[1-(Cyclobutyl-methyl)-8-dimethylamino-2-oxo-8-phenyl-1,3-diazaspiro[4.5]decan-3-yl]-2-fluoro-benzonitrile